tert-butyl (3R)-4-benzyl-3-(difluoromethyl)piperazine-1-carboxylate C(C1=CC=CC=C1)N1[C@H](CN(CC1)C(=O)OC(C)(C)C)C(F)F